NC=1N(C=2C3=C(C4=C(NC(C13)=O)N(N=C4)C(F)F)N=C(N2)C)C2=C(C(=CC=C2C)O)C 5-amino-8-(difluoromethyl)-4-(3-hydroxy-2,6-dimethylphenyl)-2-methyl-7,8-dihydro-1,3,4,7,8,9-hexaazabenzo[cd]cyclopenta[f]azulen-6(4H)-one